BrC1=CC=CC(N1CC)=O 6-bromo-1-ethylpyridin-2(1H)-one